(+)-Diethyl 2-(3-((tert-butoxycarbonyl)amino)-4-(1H-indol-3-yl)butan-2-yl)malonate C(C)(C)(C)OC(=O)NC(C(C)C(C(=O)OCC)C(=O)OCC)CC1=CNC2=CC=CC=C12